BrC1=CC=C(C(=O)C2=CC(=C(C=C2)OC)C)C=C1 4-bromo-3'-methyl-4'-methoxybenzophenone